ClC1=C(C=C(C(=C1)S(NC=1N=CSC1)(=O)=O)F)N([C@@H]1CN(CC1)CC=1C=C(C(=O)OC)C=CC1)C methyl (S)-3-((3-((2-chloro-5-fluoro-4-(N-(thiazol-4-yl)sulfamoyl)phenyl)(methyl)amino)pyrrolidin-1-yl)methyl)benzoate